(14R)-5-fluoro-18-hydroxy-1,11,17,21,23-pentazapentacyclo[14.5.2.111,14.02,7.019,22]tetracosa-2(7),3,5,16(23),17,19(22),20-heptaen-10-one FC=1C=CC=2N3N=CC=4C(=NC(C[C@H]5CCN(C(CCC2C1)=O)C5)=NC34)O